CC=CC1=C(C=CC=C1C)C beta-methyl-2,6-dimethyl-styrene